CC1=CC2=C(S1)[C@@]1(C[C@@H](N(CC1)CC=1C=NN(C1)CCO)C)OCC2 2-[4-[[(2's,7r)-2,2'-dimethylspiro[4,5-dihydrothieno[2,3-c]pyran-7,4'-piperidin]-1'-yl]methyl]pyrazol-1-yl]ethanol